Cl.COC(=O)[C@@H]1[C@H]([C@H]([C@@H](C1)NC(=N)N)[C@H](C(CC)CC)NC(C)=O)O (1S,2S,3R,4R)-3-[(1S)-1-(acetylamino)-2-ethylbutyl]-4-guanidino-2-hydroxycyclopentanecarboxylic acid methyl ester hydrochloride